ethyl (S)-2-(4-((6-((1-(3-(tert-butyl)phenyl)ethyl)carbamoyl)-1,2-dimethyl-1H-indol-3-yl)methyl)phenoxy)-2-methylpropanoate C(C)(C)(C)C=1C=C(C=CC1)[C@H](C)NC(=O)C1=CC=C2C(=C(N(C2=C1)C)C)CC1=CC=C(OC(C(=O)OCC)(C)C)C=C1